CN1N=C(C=C1)C1=CC(=C(C=C1)NCCS(=O)(=O)O)C1=NN(C=C1)CC=1C=NC=CC1 2-((4-(1-methyl-1H-pyrazol-3-yl)-2-(1-(pyridin-3-ylmethyl)-1H-pyrazol-3-yl)phenyl)amino)ethane-1-sulfonic acid